COC=1C=C(CC(OC=2C=CC=C(C2)N(C)C)OC(=O)NCC2=CC=C(C=C2)N(C)C)C=CC1 5-[(3-methoxybenzyl)(4-dimethylaminobenzyl)aminocarbonyloxymethoxy]dimethylaminobenzene